aminononanoic acid imidazole salt N1C=NC=C1.NC(C(=O)O)CCCCCCC